C(C(=O)O)(=O)O.O=C1CC2(C1)CCNCC2 2-oxo-7-azaspiro[3.5]nonane oxalate